C1(CC1)CN1CCC2(CC(=NO2)C(=O)N[C@@H](CCCCCC(CC)=O)C=2OC(=CN2)C=2C=C3C=CC(N(C3=CC2OC)C)=O)CC1 (S)-8-(Cyclopropylmethyl)-N-(1-(5-(7-methoxy-1-methyl-2-oxo-1,2-dihydrochinolin-6-yl)oxazol-2-yl)-7-oxononyl)-1-oxa-2,8-diazaspiro[4.5]dec-2-en-3-carboxamid